NC1=C2C(=C3C(=N1)C=C(N3)C(=O)N(C)[C@H](C)C3=C(C=C(C=C3F)Br)F)COC2 (R)-5-amino-N-(1-(4-bromo-2,6-difluorophenyl)ethyl)-N-methyl-6,8-dihydro-1H-furo[3,4-d]pyrrolo[3,2-b]pyridine-2-carboxamide